NC1=C(C(=NC(=C1)C)OC)C=1C(=NC=CC1)C(C(=O)OCC)C ethyl 2-(4'-amino-2'-methoxy-6'-methyl-[3,3'-bipyridin]-2-yl)propanoate